CCCCC(=O)OCC(CC)(COC(=O)CCCC)COC(=O)CCCC trimethylolpropane trivalerate